phosphane methanesulfonate CS(=O)(=O)O.P